FC1=CC=C2C=CC=NC2=C1C=1C(=NC(=CC1)CCC(F)(F)F)N (7-fluoroquinolin-8-yl)-6-(3,3,3-trifluoropropyl)pyridin-2-amine